methyl 2-(bromomethyl)-4-chlorobenzoate BrCC1=C(C(=O)OC)C=CC(=C1)Cl